(R)-1-(2-chloropyridin-3-yl)ethyl (1-methyl-4-(3-methyl-2-oxo-2,3-dihydro-1H-pyrido[2,3-b][1,4]oxazin-6-yl)-1H-1,2,3-triazol-5-yl)carbamate CN1N=NC(=C1NC(O[C@H](C)C=1C(=NC=CC1)Cl)=O)C=1C=CC2=C(OC(C(N2)=O)C)N1